[Na].ClC=1C=C(C=CC1F)C=1C=C2C(=NC1)NC(N2CC(=O)NCCOC)=O 2-[6-(3-chloro-4-fluoro-phenyl)-2-oxo-3H-imidazo[4,5-b]Pyridin-1-yl]-N-(2-methoxyethyl)acetamide sodium